FC(C1=NN=C(O1)C=1C=CC(=NC1)CN1C(N(C2=C1C=C(C(=C2)C2=CC=NC=C2)F)[C@H]2CN(CCC2)C)=O)F (R)-1-((5-(5-(difluoromethyl)-1,3,4-oxadiazol-2-yl)pyridin-2-yl)methyl)-6-fluoro-3-(1-methylpiperidin-3-yl)-5-(pyridin-4-yl)-1,3-dihydro-2H-benzo[d]imidazol-2-one